C(C1=CC=CC=C1)SC(C(F)(F)F)(F)F benzyl-(perfluoroethyl)sulfane